18,18-diethoxy-3,5-octadecadiene C(C)OC(CCCCCCCCCCCC=CC=CCC)OCC